2-(1-((6-Chloropyridin-3-yl)methyl)-3-(trifluoromethyl)-1H-pyrazole-4-carbonyl)-3-hydroxy-5,5-dimethylcyclohex-2-en-1-one ClC1=CC=C(C=N1)CN1N=C(C(=C1)C(=O)C=1C(CC(CC1O)(C)C)=O)C(F)(F)F